tert-butyl (1S,2S,5R)-2-(but-3-en-1-yl)-3,8-diazabicyclo[3.2.1]octane-8-carboxylate C(CC=C)[C@H]1[C@@H]2CC[C@H](CN1)N2C(=O)OC(C)(C)C